FC(CNC(=O)C=1C=NN2C1C=C(C=C2)C2=CNC=1N=C(N=CC12)NC=1C=NC(=CC1)N1CCN(CC1)C)F N-(2,2-difluoroethyl)-5-(2-((6-(4-methylpiperazin-1-yl)pyridin-3-yl)amino)-7H-pyrrolo[2,3-d]pyrimidin-5-yl)pyrazolo[1,5-a]pyridine-3-carboxamide